5-isopropyl-N-(2-(1-methyl-1H-pyrazol-4-yl)pyrimidin-4-yl)-8-(3-(nitromethyl)azetidin-1-yl)isoquinolin-3-amine C(C)(C)C1=C2C=C(N=CC2=C(C=C1)N1CC(C1)C[N+](=O)[O-])NC1=NC(=NC=C1)C=1C=NN(C1)C